ammonium hexafluoro-phosphate F[P-](F)(F)(F)(F)F.[NH4+]